(S)-1-(3-(1-(hydroxymethyl)cyclopropylsulfonyl)phenoxy)-3-((R)-8-(3-methyl-3H-imidazo[4,5-b]pyridin-5-ylsulfonyl)-1-oxa-8-azaspiro[4.5]decan-3-ylamino)propan-2-ol OCC1(CC1)S(=O)(=O)C=1C=C(OC[C@H](CN[C@H]2COC3(C2)CCN(CC3)S(=O)(=O)C3=CC=C2C(=N3)N(C=N2)C)O)C=CC1